tert-butyl 4-(2-(ethoxycarbonyl)-4-(trifluoromethyl)phenyl)-3,6-dihydropyridine-1(2H)-carboxylate C(C)OC(=O)C1=C(C=CC(=C1)C(F)(F)F)C=1CCN(CC1)C(=O)OC(C)(C)C